FC1=C(OC=2N=CC(=NC2)NC([C@H](C)N2CC(N(CC2)C(=O)C2=C3C(=[N+](C=C2)[O-])C(CC3)O)(C)C)=O)C=CC(=C1)F 4-(4-((S)-1-((5-(2,4-difluorophenoxy)pyrazin-2-yl)amino)-1-oxopropan-2-yl)-2,2-dimethylpiperazine-1-carbonyl)-7-hydroxy-6,7-dihydro-5H-cyclopenta[b]pyridine 1-oxide